1,4-dioxa-10-azadispiro[4.1.57.15]Tridecane-10-carboxylic acid tert-butyl ester C(C)(C)(C)OC(=O)N1CCC2(CC3(OCCO3)C2)CC1